ClC1=NC=C(C=C1)CCl 2-chloro-5-(chloromethyl)pyridine